BrC(C(=O)C1=CC=C(C=C1)F)Br 2,2-dibromo-4'-fluoroacetophenone